ClC1=C(C=C(OCC(=O)NC23CCC(CC2)(CC3)C(=O)NC=3C=NC(=CC3)OC(F)F)C=C1)F 4-[2-(4-chloro-3-fluorophenoxy)acetamido]-N-[6-(difluoromethoxy)pyridin-3-yl]bicyclo[2.2.2]octane-1-carboxamide